2,6-bis({[(tert-butoxy)carbonyl]amino})hexanoic acid C(C)(C)(C)OC(=O)NC(C(=O)O)CCCCNC(=O)OC(C)(C)C